O=C1CN(CCC1C(=O)OC)C(=O)OC(C)(C)C 1-(tert-butyl) 4-methyl 3-oxopiperidine-1,4-dicarboxylate